COC(=O)C=1C=C(C=C(C1)N1N=NC(=C1)C1=CC=C(C=C1)C(F)(F)F)C1=CC=C(C=C1)NC(C)=O.ClC=1C(=O)N(C(C1Cl)=O)C(C)C1=CC=CC=C1 2,3-dichloro-N-(1-phenylethyl)maleimide Methyl-4'-acetamido-5-(4-(4-(trifluoromethyl)phenyl)-1H-1,2,3-triazol-1-yl)-[1,1'-biphenyl]-3-carboxylate